tert-Amyl-methylether C(C)(C)(CC)OC